3,3-dimethoxycyclobutane-1,1-dicarboxylic acid diethyl ester C(C)OC(=O)C1(CC(C1)(OC)OC)C(=O)OCC